N,N-dicyclohexyl-carboxamide C1(CCCCC1)N(C=O)C1CCCCC1